2-[(1Z)-5-fluoro-1-{[4-(4-fluorophenoxy)phenyl]methylene}-2-methyl-1H-inden-3-yl]acetamide FC=1C=C2C(=C(/C(/C2=CC1)=C/C1=CC=C(C=C1)OC1=CC=C(C=C1)F)C)CC(=O)N